4-chloro-3-methylbenzofuran ClC1=CC=CC2=C1C(=CO2)C